N-[2-(4-formylcyclohexyl)-6-methoxy-indazol-5-yl]oxazole-2-carboxamide C(=O)C1CCC(CC1)N1N=C2C=C(C(=CC2=C1)NC(=O)C=1OC=CN1)OC